L-cysteineamide N[C@@H](CS)C(=O)N